CN1C(=NC(=C1)C(F)(F)F)C1=CC=C(CN2N=C3C4=C2N=C(N=C4CCC3)C=3C=NC=CC3C(F)(F)F)C=C1 2-(4-(1-methyl-4-(trifluoromethyl)-1H-imidazol-2-yl)benzyl)-4-(4-(trifluoromethyl)pyridine-3-yl)-2,6,7,8-tetrahydropyrazolo[3,4,5-de]quinazoline